(4-(3-(1-(3-(methylcarbamoyl)phenyl)ethyl)-4-oxo-3,4-dihydroquinazolin-7-yl)-5-(trifluoromethyl)-1H-pyrazol-1-yl)methyl phosphate P(=O)(OCN1N=CC(=C1C(F)(F)F)C1=CC=C2C(N(C=NC2=C1)C(C)C1=CC(=CC=C1)C(NC)=O)=O)([O-])[O-]